O=C1C=CN(C2=CC=CC=C12)CC(=O)OCC ethyl (oxo-4H-quinolin-1-yl)-acetate